2,6-bis-t-butylhydroxytoluene C(C)(C)(C)C1=C(CO)C(=CC=C1)C(C)(C)C